FC=1C=C(C=CC1F)N(C(C)=O)C1=NC=CC(=C1)NC(CC1=C(C=CC=C1C)C)=O N-(3,4-difluorophenyl)-N-{4-[2-(2,6-dimethylphenyl)acetamido]pyridin-2-yl}acetamide